(4S,5R)-4-amino-5-[[4-(3-[3-[1-(2,6-dioxopiperidin-3-yl)-3-methyl-2-oxo-1,3-benzodiazol-4-yl]propoxy]propyl)phenyl]meth-oxy]hexanamide hydrochloride Cl.N[C@@H](CCC(=O)N)[C@@H](C)OCC1=CC=C(C=C1)CCCOCCCC1=CC=CC=2N(C(N(C21)C)=O)C2C(NC(CC2)=O)=O